C(C)(C)(C)NC[Fe]CNC(C)(C)C bis(tert-butylaminomethyl)iron